3,4-benzimidazole N1C=CC2=C1N=CC=C2